NCC1=CC=C(C=C1)C1=CC(=C(C=C1)OCC)S(=O)(=O)N1CCC2(C[C@@H](CO2)NC[C@@H](COC2=CC(=CC=C2)C(CO)(F)F)O)CC1 (S)-1-((S)-8-(4'-(aminomethyl)-4-ethoxybiphenyl-3-ylsulfonyl)-1-oxa-8-azaspiro[4.5]decan-3-ylamino)-3-(3-(1,1-difluoro-2-hydroxyethyl)phenoxy)propan-2-ol